NCCCN(CC(CCCCCC(=O)OC\C=C/CCCCCC)O[Si](C)(C)C(C)(C)C)CC(CCCCCC(=O)OC\C=C/CCCCCC)O[Si](C)(C)C(C)(C)C di((Z)-non-2-en-1-yl) 8,8'-((3-aminopropyl)azanediyl)bis(7-((tert-butyldimethylsilyl)oxy)octanoate)